C(C)OCC1(CCC(CC1)C1=C2N(N=C1CN(CCNC)C)CC(C2)(F)F)COCC N1-((3-(4,4-bis(ethoxymethyl)cyclohexyl)-5,5-difluoro-5,6-dihydro-4H-pyrrolo-[1,2-b]pyrazol-2-yl)methyl)-N1,N2-dimethylethane-1,2-diamine